C(C)N1CCN(CC1)C1=CC=C(C=C1)NC1=NC(=NC=2C=NNC(C21)=O)N2CCC(CC2)CC#N 2-(1-(4-((4-(4-ethylpiperazin-1-yl)phenyl)amino)-5-oxo-5,6-dihydropyrimido[4,5-d]pyridazin-2-yl)piperidin-4-yl)acetonitrile